C(C)(=O)OC[C@H](OC)[C@@H](OC)[C@H](OC)COC(C)=O 1,5-di-O-acetyl-2,3,4-tri-O-methyl-xylitol